C(C1=CC=CC=C1)OC#CCC benzyl-butynylether